(R)-4-(3,7-bis(1H-pyrazol-5-yl)pyrazolo[1,5-a]pyrimidin-5-yl)-3-methylmorpholine N1N=CC=C1C=1C=NN2C1N=C(C=C2C2=CC=NN2)N2[C@@H](COCC2)C